3-(3-pyridinyl)-Boc-alanine tert-butyl ester C(C)(C)(C)OC([C@@H](NC(=O)OC(C)(C)C)CC=1C=NC=CC1)=O